C(C1=CC=CC=C1)NCC(C)NCC1=CC=CC=C1 N,N'-Dibenzyl-1,2-propylendiamin